COC(N[C@H](C(=O)NC=1C(N(C=CC1)CC=1NC2=NC=NC(=C2N1)CC1CC1)=O)CC\C=C\C(=O)N(C)C)=O Methyl-(S,E)-(1-((1-((6-(cyclopropylmethyl)-9H-purin-8-yl)methyl)-2-oxo-1,2-dihydropyridin-3-yl)amino)-7-(dimethylamino)-1,7-dioxohept-5-en-2-yl)carbamat